(E)-3-(3-(dimethylamino)-4-hydroxystyryl)-5-methoxy-4-(3-methylbut-2-en-1-yl)phenol CN(C=1C=C(/C=C/C=2C=C(C=C(C2CC=C(C)C)OC)O)C=CC1O)C